O=S1(NCCC1)C=1C=CC2=C(C=C(O2)C(=O)O)C1 5-(1-oxo-4,5-dihydro-3H-isothiazol-1-yl)benzofuran-2-carboxylic acid